2-(6-methyl-4-(trifluoromethyl)pyridin-2-yl)-3-(1-(m-tolyl)-1H-1,2,4-triazol-5-yl)hexahydrocyclopenta[c]pyrrole CC1=CC(=CC(=N1)N1CC2C(C1C1=NC=NN1C=1C=C(C=CC1)C)CCC2)C(F)(F)F